[Si](C)(C)(C(C)(C)C)OC[C@H](C1=CC(=CC(=C1)OC)F)N[S@@](=O)C(C)(C)C (S)-N-((S)-2-((tert-butyldimethylsilyl)oxy)-1-(3-fluoro-5-methoxyphenyl)ethyl)-2-methylpropane-2-sulfinamide